NC(CNC1=NC(=C2C(=N1)N(N=C2)C)NCC2=CC(=C(C=C2)OC)Cl)(C)C N6-(2-amino-2-methylpropyl)-N4-[(3-chloro-4-methoxyphenyl)methyl]-1-methyl-1H-pyrazolo[3,4-d]pyrimidine-4,6-diamine